CO[Si](C)(C)N([SiH2]C)[Si](OC)(C)C bis[methoxydimethylsilyl](methylsilyl)amine